[(3S,8S,9S,10R,13R,14S,17R)-10,13-dimethyl-17-[(2R)-6-methylheptan-2-yl]-2,3,4,7,8,9,11,12,14,15,16,17-dodecahydro-1H-cyclopenta[a]phenanthren-3-yl]N-[2-(dimethylamino)ethyl]carbamate C[C@]12[C@H]3CC[C@@]4([C@H](CC[C@H]4[C@@H]3CC=C2C[C@H](CC1)OC(NCCN(C)C)=O)[C@H](C)CCCC(C)C)C